CN1C=NC2=C1C=C(C=C2)C=2C(NC1=CC=CC=C1N2)=O 3-(1-methyl-1H-benzo[d]imidazol-6-yl)-2(1H)-quinoxalinone